R-3-hydroxypentan OC(CC)CC